3-hydroxy-3-methylpiperidine OC1(CNCCC1)C